Bis[3-(3-aminophenoxy)phenyl]methane 3-methyl-5-phenylpentyl-4-hydroxybenzoate CC(CCOC(C1=CC=C(C=C1)O)=O)CCC1=CC=CC=C1.NC=1C=C(OC=2C=C(C=CC2)CC2=CC(=CC=C2)OC2=CC(=CC=C2)N)C=CC1